(R)-5-ethyl-2-(3-(5-(3-hydroxy-1-methyl-2-oxopyrrolidin-3-yl)isoxazol-3-yl)phenyl)thiazole-4-carboxamide (1S,SR,6r)-benzyl-6-(2-hydroxyethyl)-3-azabicyclo[3.1.0]hexane-3-carboxylate C(C1=CC=CC=C1)OC(=O)N1C[C@H]2C([C@@H]2C1)CCO.C(C)C1=C(N=C(S1)C1=CC(=CC=C1)C1=NOC(=C1)[C@]1(C(N(CC1)C)=O)O)C(=O)N |&1:14|